tert-Butyl (2-(6-(6-(4-methylpiperazin-1-yl)pyridin-3-yl)-1H-indole-2-carboxamido)ethyl)carbamate CN1CCN(CC1)C1=CC=C(C=N1)C1=CC=C2C=C(NC2=C1)C(=O)NCCNC(OC(C)(C)C)=O